ClCC(=O)N1C(CC(CC1)C1=C(C(=CC=C1OC)Cl)Cl)CNC(OC(C)(C)C)=O tert-butyl N-[[1-(2-chloroacetyl)-4-(2,3-dichloro-6-methoxyphenyl)piperidin-2-yl]methyl]carbamate